triethylene glycol bis(2-hexyl acetate) C(CCCCC)CC(=O)OCCOCCOCCOC(CCCCCCC)=O